NC1=NC(=C(C2=C1N=C(N2)COCC)SC2=CC=C(C(=C2O)C)CN(C)C)C 6-[[4-amino-2-(ethoxymethyl)-6-methyl-1H-imidazo[4,5-c]pyridin-7-yl]sulfanyl]-3-[(dimethylamino)methyl]-2-methyl-phenol